diketoquinoline O=C1C(N=C2C=CC=CC2=C1)=O